(2-cyanophenyl)boric acid C(#N)C1=C(C=CC=C1)OB(O)O